FC=1N=CNC1C(=O)OCC ethyl 4-fluoro-1H-imidazole-5-carboxylate